tert-butyl (((2-(4-hydroxy-1H-indol-3-yl)ethyl)dimethylammonio)methyl) phosphate P(=O)(OC(C)(C)C)(OC[N+](C)(C)CCC1=CNC2=CC=CC(=C12)O)[O-]